C(C)CCCC(C(CO)O)O 6-ethyl-1,2,3-hexanetriol